methyl (R)-2-aminobutyrate N[C@@H](C(=O)OC)CC